(S)-2-(4-(4-chlorophenyl)-2,3,9-trimethyl-6H-thieno[3,2-f][1,2,4]triazolo[4,3-a][1,4]diazepin-6-yl)-N-(3-(4-iodophenyl)prop-2-yn-1-yl)acetamide ClC1=CC=C(C=C1)C1=N[C@H](C=2N(C3=C1C(=C(S3)C)C)C(=NN2)C)CC(=O)NCC#CC2=CC=C(C=C2)I